3'-C-acetylcytidine C(C)(=O)[C@@]1([C@H]([C@@H](O[C@@H]1CO)N1C(=O)N=C(N)C=C1)O)O